(S)-1-chloro-3-(2-chloro-4-(2-(4-((S)-2-hydroxy-3-(piperazin-1-yl)propoxy)phenyl)propan-2-yl)phenoxy)propan-2-ol ClC[C@H](COC1=C(C=C(C=C1)C(C)(C)C1=CC=C(C=C1)OC[C@H](CN1CCNCC1)O)Cl)O